CN1N=NC2=C1C=CC(=C2C)C(C(C(=O)OC)(C)C)C2=CC(=C(C=C2)C)CN2C[C@H](OC1=C(C2)C=CC=2CCCC21)CC methyl 3-(1,4-dimethyl-1H-benzo[d][1,2,3]triazol-5-yl)-3-(3-(((R)-2-ethyl-2,3,5,8,9,10-hexahydro-4H-indeno[5,4-f][1,4]oxazepin-4-yl) methyl)-4-methylphenyl)-2,2-dimethylpropionate